4-(1-methyl-1H-pyrazol-5-yl)furan-2-carboxylic acid CN1N=CC=C1C=1C=C(OC1)C(=O)O